(1S,3R)-3-acetamido-N-(7-(2-hydroxyethyl)-5-(isopropylamino)-2,6-naphthyridin-3-yl)cyclohexane-1-carboxamide C(C)(=O)N[C@H]1C[C@H](CCC1)C(=O)NC=1N=CC2=CC(=NC(=C2C1)NC(C)C)CCO